C1(CCC1)OC=1C=2N(C=NC1C=1C=NNC1)N=C(N2)N[C@@H]2[C@@H](CN(CC2)CC(OC)OC)C 8-cyclobutoxy-N-((3R,4S)-1-(2,2-dimethoxyethyl)-3-methylpiperidin-4-yl)-7-(1H-pyrazol-4-yl)-[1,2,4]triazolo[1,5-c]pyrimidin-2-amine